N1(CCNCC1)C[C@@H](N)C(=O)O β-(1-piperazinyl)-D-alanine